[C@H]12CN(C[C@H](CC1)N2)C2=NC(=NC1=C(C(=CC=C21)C2=CC(=CC1=CC=CC=C21)O)F)N2CC(C2)N2CC(C2)F 4-(4-((1R,5S)-3,8-diazabicyclo[3.2.1]octan-3-yl)-8-fluoro-2-(3-fluoro-[1,3'-biazetidin]-1'-yl)quinazolin-7-yl)naphthalen-2-ol